2-oxo-4-[(hydroxy)(methyl)phosphino]butanoic acid O=C(C(=O)O)CCP(C)O